5-(3-chloroimidazo[1,2-b]pyridazin-6-yl)-N-(2,2-difluoropropyl)-7H-pyrrolo[2,3-d]pyrimidin-2-amine ClC1=CN=C2N1N=C(C=C2)C2=CNC=1N=C(N=CC12)NCC(C)(F)F